4-([5-(2,5-dichlorophenyl)-1,3-oxazol-2-yl]methylsulfanyl)-6-(morpholin-4-yl)-1,3,5-triazin-2-amin ClC1=C(C=C(C=C1)Cl)C1=CN=C(O1)CSC1=NC(=NC(=N1)N1CCOCC1)N